Methyl 2'-chloro-3'-fluoro-5'-methoxy-6-methyl-[4,4'-bipyridine]-3-carboxylate ClC1=NC=C(C(=C1F)C1=C(C=NC(=C1)C)C(=O)OC)OC